1-(((Ethylthio)carbonyl)oxy)ethylcyclohexanecarboxylate C(C)SC(=O)OC(C)OC(=O)C1CCCCC1